sulfosuccinic acid, sodium salt [Na+].S(=O)(=O)([O-])C(C(=O)[O-])CC(=O)[O-].[Na+].[Na+]